9-(4-chloro-2-fluorophenyl)-2,3-dimethyl-7-(2-(1-methyl-1H-pyrazol-4-yl)morpholino)-4H-pyrido[1,2-a]pyrimidin-4-one ClC1=CC(=C(C=C1)C1=CC(=CN2C1=NC(=C(C2=O)C)C)N2CC(OCC2)C=2C=NN(C2)C)F